CN1NC(C(=CC1=O)C(F)(F)F)=O 1-methyl-4-(trifluoromethyl)-1,2-dihydropyridazine-3,6-dione